7-Boc-2,7-diazaspiro[3.6]decane C(=O)(OC(C)(C)C)N1CCC2(CNC2)CCC1